FC=1C(=NC=C(C1C)C(C)N1N=CC(=C1)[N+](=O)[O-])N1C([C@@H]2C[C@@H]2C1)=O (1R,5S)-3-(3-Fluoro-4-methyl-5-(1-(4-nitro-1H-pyrazol-1-yl)ethyl)pyridin-2-yl)-3-azabicyclo[3.1.0]hexan-2-one